COC(C1=C(N=CC(=C1C)C(F)(F)F)OC1=C(C=C(C=C1)F)C)=O 2-(4-fluoro-2-methylphenoxy)-4-methyl-5-(trifluoromethyl)nicotinic acid methyl ester